4,4-difluoro-3α,7α-dihydroxyl-6α-ethyl-5β-cholanic Acid FC1([C@H]2[C@H]([C@H]([C@H]3[C@@H]4CC[C@H]([C@@H](CCC(=O)O)C)[C@]4(CC[C@@H]3[C@]2(CC[C@H]1O)C)C)O)CC)F